methyl 1-(cyclopropylmethyl)-2-oxo-5-(piperidin-1-ylmethyl)-1,2-dihydropyridine-3-carboxylate C1(CC1)CN1C(C(=CC(=C1)CN1CCCCC1)C(=O)OC)=O